OC1(CCN(CC1)CCC)C(F)(F)F (S)-1-(4-hydroxy-4-(trifluoromethyl)piperidin-1-yl)propane